5-(1-(1-isopropoxy)ethoxycarbonyl)-bicyclo[2.2.1]hept-2-ene C(C)(C)OC(C)OC(=O)C1C2C=CC(C1)C2